FC=1C=C(C=C(C1)F)[C@@H]1CC[C@H]2OC3(C(N21)=O)CC(C3)OC3=NC=NN2C3=CC=C2C#N 4-(((1r,3R,5'S,7a'R)-5'-(3,5-difluorophenyl)-3'-oxotetrahydro-3'H-spiro[cyclobutane-1,2'-pyrrolo[2,1-b]oxazol]-3-yl)oxy)pyrrolo[2,1-f][1,2,4]triazine-7-carbonitrile